COC(=O)C=1N=CN(C1)CC1=CC=C(C=C1)NC(=O)C1=CC=CC2=CC=CC=C12 1-(4-(1-Naphthalamido)benzyl)-1H-imidazole-4-carboxylic acid methyl ester